CC1(CC=CC=C1N)N toluene-1,6-diamine